2,4-bis(trifluoromethyl)phenylboronic acid FC(C1=C(C=CC(=C1)C(F)(F)F)B(O)O)(F)F